(cyclopropyl)benzonitrile C1(CC1)C1=C(C#N)C=CC=C1